CN1[C@H]2CC(C[C@@H]1CCC2)NC=2N=NC(=CN2)C2=C(C=C(C=C2)C=2C=NNC2)O 2-(3-{[(1r,3s,5s)-9-methyl-9-azabicyclo[3.3.1]non-3-yl]amino}-1,2,4-triazin-6-yl)-5-(1H-pyrazol-4-yl)phenol